NC1=C(C=C(C=C1)S(=O)(=O)NNC(C1=CC=C(C=C1)O)=O)N1CCN(CC1)C(=O)OC(C)(C)C tert-butyl 4-(2-amino-5-((2-(4-hydroxybenzoyl)hydrazinyl)sulfonyl)phenyl)piperazine-1-carboxylate